NC=1C=C(C=C2C=C(N=CC12)NC(=O)[C@H]1[C@@H](C1)C=1C=NN(C1)C)C1=C(C(=NC=C1)N)C |r| (±)-trans-N-(8-amino-6-(2-amino-3-methylpyridin-4-yl)isoquinolin-3-yl)-2-(1-methyl-1H-pyrazol-4-yl)cyclopropanecarboxamide